C(C1=CC=CC=C1)OC(=O)N1C[C@@H]([C@H](C1)OC([2H])([2H])[2H])NC(=O)OC(C)(C)C (3S,4S)-3-((tert-Butoxycarbonyl)amino)-4-(methoxy-d3)pyrrolidine-1-carboxylic acid benzyl ester